N-[3-[4-[4-(3-cyano-4-methoxy-pyrazolo[1,5-a]pyridin-6-yl)-5-methyl-pyrazol-1-yl]-1-piperidinyl]cyclobutyl]carbamic acid tert-butyl ester C(C)(C)(C)OC(NC1CC(C1)N1CCC(CC1)N1N=CC(=C1C)C=1C=C(C=2N(C1)N=CC2C#N)OC)=O